ClC=1C=CC(=C(C(=O)NC2=CC(=NC=C2C)C(=O)OC)C1)OC1=C(C=C(C=C1)OC(F)(F)F)OC methyl 4-[[5-chloro-2-[2-methoxy-4-(trifluoromethoxy)phenoxy]benzoyl]amino]-5-methyl-pyridine-2-carboxylate